tributyl-n-octylphosphonium C(CCC)[P+](CCCCCCCC)(CCCC)CCCC